tripyrrolidinophosphonium hexafluorophosphate F[P-](F)(F)(F)(F)F.N1(CCCC1)[PH+](N1CCCC1)N1CCCC1